CN1C(=C2OC[C@@H]3[C@H](NS(C2=C1)(=O)=O)CNC3)C(=O)NC3=CC(=C(C(=C3)F)F)F (3aS,10aS)-7-Methyl-N-(3,4,5-trifluorophenyl)-2,3,3a,4,10,10a-hexahydro-1H,7H-dipyrrolo[3,4-b:3',4'-f][1,4,5]oxathiazocin-8-carboxamid-5,5-dioxid